C(=O)O.FC1=C(C=CC=C1)C=1N(C=C(C1)CNC)S(=O)(=O)C=1C=C(C=CC1)NS(=O)(=O)N1C[C@@H](CC1)OC (3R)-N-(3-{[2-(2-fluorophenyl)-4-[(methylamino)methyl]-1H-pyrrol-1-yl]sulfonyl}phenyl)-3-methoxypyrrolidine-1-sulfonamide formate salt